C(C)C1(OC2=C(C(C1)=O)C=C(C=C2)C2=NOC(=N2)C=2C=NC=C(C2)F)CC 2,2-diethyl-6-[5-(5-fluoropyridin-3-yl)-1,2,4-oxadiazol-3-yl]-3,4-dihydro-2H-1-benzopyran-4-one